FC=1C(=CC=2C3=C(NC(C2C1)=O)COC[C@@H]3N(C([C@H](C3=CC=CC=C3)O)=O)C)F N-((R)-8,9-Difluoro-6-oxo-1,4,5,6-tetrahydro-2H-pyrano[3,4-c]isoquinolin-1-yl)-(2S)-hydroxy-N-methyl-2-phenylacetamide